C(C)NS(=O)(=O)C1=CC=C(C=C1)NC1=NC=C(C(=N1)O[C@H]1[C@H](COCC1)O)C(F)(F)F N-ethyl-4-((4-(((3S,4R)-3-hydroxytetrahydro-2H-pyran-4-yl)oxy)-5-(trifluoromethyl)pyrimidin-2-yl)amino)benzenesulfonamide